N-[5-(8-dimethylamino-2-oxo-8-phenyl-1,3-diazaspiro[4.5]decan-3-yl)-pyrimidin-2-yl]-N-methyl-tetrahydro-pyran-4-carboxylic acid amide CN(C1(CCC2(CN(C(N2)=O)C=2C=NC(=NC2)N(C(=O)C2CCOCC2)C)CC1)C1=CC=CC=C1)C